2-chloro-5-fluoro-N-[(furan-2-yl)methyl]-6-[2-(methylamino)ethyl]-7H-pyrrolo[2,3-d]pyrimidin-4-amine hydrochloride Cl.ClC=1N=C(C2=C(N1)NC(=C2F)CCNC)NCC=2OC=CC2